O=C1NC(CCC1N1C(C2=CC=C(C=C2C1=O)N1CCNCC1)=O)=O 4-[2-(2,6-dioxopiperidin-3-yl)-1,3-dioxo-2,3-dihydro-1H-isoindol-5-yl]piperazin